C(C)(C)(C)OC(=O)N1[C@@H](CN(CC1)C1=NC=C(C=C1)[C@]1(C(NC(CC1)=O)=O)C)C.C(CC)O[Si](F)(OCCC)OCCC |o1:8| tripropoxyfluorosilane tertbutyl-(R or S)-2-methyl-4-(5-((S)-3-methyl-2,6-dioxopiperidin-3-yl)pyridin-2-yl)piperazine-1-carboxylate